ClC1=C(C=CC=C1)C(=O)C1=CC(=C(C=C1)N1C[C@H](CC1)OC1=NC=CC=C1)CO (S)-(2-chlorophenyl)(3-(hydroxymethyl)-4-(3-(pyridin-2-yloxy)pyrrolidin-1-yl)phenyl)methanone